BrC=1C(=C(C=CC1)C1=NC2=C(N1)C(=CC(=C2)C(=O)OC)I)C methyl 2-(3-bromo-2-methyl-phenyl)-7-iodo-1H-benzimidazole-5-carboxylate